(R)-{(2R,5S)-5-[(p-chlorophenyl)methyl]-2-pyrrolidinyl}(m-fluorophenyl)methanol ClC1=CC=C(C=C1)C[C@@H]1CC[C@@H](N1)[C@H](O)C1=CC(=CC=C1)F